tert-butyl 6-(8-(benzo[d]thiazol-2-ylcarbamoyl)-3,4-dihydroisoquinolin-2(1H)-yl)-3-(4-((3-(1-(2-ethoxy-2-oxoethyl)piperidin-4-yl)propyl)(methyl)amino)-2-methylphenyl)picolinate S1C(=NC2=C1C=CC=C2)NC(=O)C=2C=CC=C1CCN(CC21)C2=CC=C(C(=N2)C(=O)OC(C)(C)C)C2=C(C=C(C=C2)N(C)CCCC2CCN(CC2)CC(=O)OCC)C